COCCO[Si](OCC)(OCC)CCC1=CC=CC=C1 methoxyphenethyltriethoxysilane